C(C)(C)NC=1N=CC2=C(N1)NC=C2C2=CC=1N(C=C2)N=CC1C(=O)N 5-(2-(isopropylamino)-7H-pyrrolo[2,3-d]pyrimidin-5-yl)pyrazolo[1,5-a]pyridine-3-carboxamide